C(CC)N(C(=O)Cl)CCOC1=C(C=C(C=C1Cl)Cl)Cl propyl-[2-(2,4,6-trichlorophenoxy)ethyl]carbamyl chloride